phenyl bicyclo[2.2.2]octan-1-ylcarbamate C12(CCC(CC1)CC2)NC(OC2=CC=CC=C2)=O